FC=1C=C2CN(C(NC2=CC1)=O)C1=C(OCC(=O)OCC)C=CC=C1 ethyl 2-(2-(6-fluoro-2-oxo-1,4-dihydroquinazolin-3(2H)-yl)phenoxy)acetate